N,N,N',N'-tetramethyl-hexamethylenediamine CN(CCCCCCN(C)C)C